diethyl 4-[2-(4-cyclohexylphenyl)-1,3-thiazole-4-sulfonamido]-3-methoxyphenylphosphonate C1(CCCCC1)C1=CC=C(C=C1)C=1SC=C(N1)S(=O)(=O)NC1=C(C=C(C=C1)P(OCC)(OCC)=O)OC